3,3-difluoro-N-(4-(2-methoxyethoxy)-2-(thiazol-5-yl)quinolin-6-yl)cyclobutane-1-carboxamide FC1(CC(C1)C(=O)NC=1C=C2C(=CC(=NC2=CC1)C1=CN=CS1)OCCOC)F